ClC=1C=C2CCCN(C2=CC1)[C@@H]1C[C@@](N(C1)C(=O)OC(C)(C)C)(C)CO (2S,4R)-tert-butyl 4-(6-chloro-3,4-dihydroquinolin-1(2H)-yl)-2-(hydroxymethyl)-2-methylpyrrolidine-1-carboxylate